2-cyano-1-(6-(1-(2,6-dimethoxybenzoyl)pyrrolidine-3-yl)hexyl)-3-(3-fluoro-4-pyridinyl)guanidine C(#N)N=C(NCCCCCCC1CN(CC1)C(C1=C(C=CC=C1OC)OC)=O)NC1=C(C=NC=C1)F